(2R,3R)-3,4',7-trihydroxy-3'-prenylflavane O[C@H]1[C@H](OC2=CC(=CC=C2C1)O)C1=CC(=C(C=C1)O)CC=C(C)C